1-(tert-butyl)-3-((dimethylamino)methylene)pyrrolidine-2,4-dione C(C)(C)(C)N1C(C(C(C1)=O)=CN(C)C)=O